C(C)(C)(C)OC(N[C@H](C)C1=CC(=CC=C1)C=1SC(=CC1)CN1CCCC1)=O (R)-tert-butyl(1-(3-(5-(pyrrolidin-1-ylmethyl)thiophen-2-yl)phenyl)ethyl)carbamate